OC1=C(C(=O)O)C=C(C=C1)NCC1=C(C(=C(C(=C1F)F)C(F)(F)F)F)F 2-hydroxy-5-(2,3,5,6-tetrafluoro-4-trifluoromethylbenzylamino)benzoic acid